ClC1=CC=C(C(=N1)NC)NC(CN1[C@H](CN(CC1)C(=O)OC(C)(C)C)C)=O tert-butyl (3S)-4-(2-{[6-chloro-2-(methylamino) pyridin-3-yl] amino}-2-oxoethyl)-3-methylpiperazine-1-carboxylate